4-(2-((1-(trans-4-cyanocyclohexyl)-1H-pyrazol-4-yl)amino)-5-methylpyrimidin-4-yl)-N-(cyanomethyl)benzamide C(#N)[C@@H]1CC[C@H](CC1)N1N=CC(=C1)NC1=NC=C(C(=N1)C1=CC=C(C(=O)NCC#N)C=C1)C